NC1=C(C=NC(=C1F)C1=C(C(=C(C=C1)Cl)OC)F)Cl 4-amino-3-chloro-6-(4-chloro-2-fluoro-methoxyphenyl)-5-fluoropyridine